6-cyano-7-(5,7-dihydro-6H-pyrrolo[3,4-b]pyridin-6-yl)-1-(2-fluoro-4-hydroxyphenyl)-4-oxo-1,4-dihydro-quinoline-3-carboxylic acid C(#N)C=1C=C2C(C(=CN(C2=CC1N1CC2=NC=CC=C2C1)C1=C(C=C(C=C1)O)F)C(=O)O)=O